2-hexenoyl-carnitine C(C=CCCC)(=O)C(O)(C[N+](C)(C)C)CC([O-])=O